N[C@](C(=O)OC(C)CC)(CC1=CC(=C(C=C1)O)O)C sec-butyl (2S)-2-amino-3-(3,4-dihydroxyphenyl)-2-methylpropionate